(S)-isopropyl 2-((4-(6-((1-(2,2-difluoroethyl)-1H-indazol-6-yl) methoxy) pyridin-2-yl) piperidin-1-yl) methyl)-3-(oxetan-2-ylmethyl)-3H-imidazo[4,5-b]pyridine-5-carboxylate FC(CN1N=CC2=CC=C(C=C12)COC1=CC=CC(=N1)C1CCN(CC1)CC1=NC=2C(=NC(=CC2)C(=O)OC(C)C)N1C[C@H]1OCC1)F